silver (1+) 2-hydroxy-1,2,3-propanetricarboxylate monohydrate O.OC(CC(=O)[O-])(CC(=O)[O-])C(=O)[O-].[Ag+].[Ag+].[Ag+]